COC1=NC=CC2=C1C=NN2CC2=CC=C(C=C2)P(OCC)(OCC)=O diethyl (4-((4-methoxy-1H-pyrazolo[4,3-c]pyridin-1-yl)methyl)phenyl)phosphonate